(S)-1-benzyl-N-(3-(3-bromophenyl)-1-(methylamino)-1-oxopropan-2-yl)-3-(p-tolyl)-1H-pyrazole-5-carboxamide C(C1=CC=CC=C1)N1N=C(C=C1C(=O)N[C@H](C(=O)NC)CC1=CC(=CC=C1)Br)C1=CC=C(C=C1)C